Cl.CN(CCNC(C1=CC=C(C=C1)OC[C@@H]1CNCC[C@H]1C1=CC=C(C=C1)F)=O)C N-(2-(dimethylamino)-ethyl)-4-(((3S,4R)-4-(4-fluorophenyl)piperidin-3-yl)methoxy)benzamide hydrochloride